N1(CCNCCC1)C(CCC)C=1N(C(C2=C(N1)C=CC=N2)=O)CC 2-(1-(1,4-diazepan-1-yl)butyl)-3-ethylpyrido[3,2-d]pyrimidin-4(3H)-one